C(C)(C)(C)OC(=O)N1C(CC(CC1)C1=C(C(=CC=C1OC)Cl)Cl)CC(=O)O 2-[1-[(tert-butoxy)carbonyl]-4-(2,3-dichloro-6-methoxyphenyl)piperidin-2-yl]acetic acid